1-(5-fluoro-2-methoxyphenyl)-1H-imidazole-5-carboxylic acid FC=1C=CC(=C(C1)N1C=NC=C1C(=O)O)OC